4-((1R,5S)-3,8-diazabicyclo[3.2.1]octan-3-yl)-2-(((S)-1-methylpyrrolidin-2-yl)methoxy)-7-(pyrazolo[1,5-a]pyridin-3-yl)quinazoline [C@H]12CN(C[C@H](CC1)N2)C2=NC(=NC1=CC(=CC=C21)C=2C=NN1C2C=CC=C1)OC[C@H]1N(CCC1)C